4,6-Dichlorobenzo[d]thiazol-2-amin ClC1=CC(=CC2=C1N=C(S2)N)Cl